trans-4-((3-(2-Cyclopropylthiazol-5-yl)phenyl)((trans-4-(5-methoxy-6-methylpyridin-2-yl)cyclohexyl)methyl)carbamoyl)cyclohexyl methylcarbamate CNC(O[C@@H]1CC[C@H](CC1)C(N(C[C@@H]1CC[C@H](CC1)C1=NC(=C(C=C1)OC)C)C1=CC(=CC=C1)C1=CN=C(S1)C1CC1)=O)=O